O[C@@]1(C[C@@H](CCC1)NC1=NC(=NC=C1C(=O)N)N[C@@H]1CC=2C=CC=NC2CC1)C 4-((1R,3S)-3-hydroxy-3-methylcyclohexylamino)-2-((S)-5,6,7,8-tetrahydroquinolin-6-ylamino)pyrimidine-5-carboxamide